azouridine N(=N[C@@]1([C@H](O)[C@H](O)[C@@H](CO)O1)N1C(=O)NC(=O)C=C1)[C@@]1([C@H](O)[C@H](O)[C@@H](CO)O1)N1C(=O)NC(=O)C=C1